6-amino-4-(((tetrahydrofuran-2-yl)methyl)amino)nicotinonitrile NC1=NC=C(C#N)C(=C1)NCC1OCCC1